(S)-4,4-difluoro-1-(2-((S)-3-((2-oxo-1,2-dihydroquinolin-5-yl)oxy)pyrrolidin-1-yl)acetyl)pyrrolidine-2-carbonitrile FC1(C[C@H](N(C1)C(CN1C[C@H](CC1)OC1=C2C=CC(NC2=CC=C1)=O)=O)C#N)F